FC1=C2C=CC=C3CCC(C(C=C1)=C32)=O 7-fluoro-2,3-dihydro-1H-phenalen-1-one